BrC=1C2=CN(N=C2C=CC1)C=1C=NC=CC1 4-bromo-2-(3-pyridinyl)indazole